C12CN(CC(CC1)N2)C2=NC=1N(C=N2)N=CC1 (3,8-diazabicyclo[3.2.1]octan-3-yl)pyrazolo[1,5-a][1,3,5]triazin